2-Methylthio-4-butyl-amino-6-cyclopropylamino-s-triazin CSC1=NC(=NC(=N1)CCCC)N(C1CC1)N